(S)-N-(2,2-difluoro-1-(5-fluoro-1-neopentyl-6-(2-(trifluoromethyl)pyridin-3-yl)-1H-indol-3-yl)ethyl)cyclopropanesulfonamide FC([C@H](C1=CN(C2=CC(=C(C=C12)F)C=1C(=NC=CC1)C(F)(F)F)CC(C)(C)C)NS(=O)(=O)C1CC1)F